C(CC)C1=CC=C(CCC2=C(C=C(C=C2)C2=NOC(=N2)[C@H]2N(CCC2)C(=O)OC(C)(C)C)C(F)(F)F)C=C1 tert-butyl (S)-2-(3-(4-(4-propylphenethyl)-3-(trifluoromethyl)phenyl)-1,2,4-oxadiazol-5-yl)pyrrolidine-1-carboxylate